Tert-butyl 3-(1-((3-(2-((tert-butoxycarbonyl) (methyl) amino) ethoxy)-5,7-dimethyladamantan-1-yl) methyl)-5-methyl-1H-pyrazol-4-yl)-6-chloropicolinate C(C)(C)(C)OC(=O)N(CCOC12CC3(CC(CC(C1)(C3)C)(C2)C)CN2N=CC(=C2C)C=2C(=NC(=CC2)Cl)C(=O)OC(C)(C)C)C